ClC1=NC(=NC(=N1)N1C2=CC=CC=C2C=2C=CC=CC12)N1C2=CC=CC=C2C=2C=CC=CC12 9,9'-(6-Chloro-1,3,5-triazine-2,4-diyl)bis(9H-carbazole)